N-(sulfamoylphenyl)acrylamide S(N)(=O)(=O)C1=C(C=CC=C1)NC(C=C)=O